CS(=O)(=O)C1=NC=CC=C1NC(=O)C1=CN=C(S1)N1CCOCC1 N-(2-methanesulfonylpyridin-3-yl)-2-(morpholin-4-yl)-1,3-thiazole-5-carboxamide